ClC1=C(C=NC=C1)C1=CC(=NC(=C1F)C)C1=NOC(=N1)C1=NC=C(C=C1)F 3-(4-chloro-5'-fluoro-6'-methyl-[3,4'-bipyridin]-2'-yl)-5-(5-fluoropyridin-2-yl)-1,2,4-oxadiazole